(4-chloro-1-naphthalenyl)oxy-N-((1R,2R,4S)-7-cyano-7-azabicyclo[2.2.1]heptan-2-yl)-acetamide ClC1=CC=C(C2=CC=CC=C12)OCC(=O)N[C@H]1[C@H]2CC[C@@H](C1)N2C#N